C1(=CC=CC=C1)NC(=N)NC(=N)N N-phenyl-biguanide